ClC1=C(C=C(C=C1)Cl)C1=NC(=NC=C1)C(=O)NC1=C(C=C(C=C1C)OCC(=O)NC)C 4-(2,5-Dichlorophenyl)-N-(2,6-dimethyl-4-(2-(methylamino)-2-oxoethoxy)phenyl)pyrimidine-2-carboxamide